FC=1C=C2C(=NC1)N(C=C2C2CN(CC2)C=2C=CC1=C(N=C(O1)N1CCOCC1)C2)C 5-(3-(5-fluoro-1-methyl-1H-pyrrolo[2,3-b]pyridin-3-yl)pyrrolidin-1-yl)-2-morpholinobenzo[d]oxazole